(6-((2-((2-methoxy-5-(1-methyl-1H-pyrazol-4-yl)-4-(4-methylpiperazin-1-yl)phenyl)amino)-7H-pyrrolo[2,3-d]pyrimidin-4-yl)amino)quinoxalin-5-yl)dimethylphosphine oxide COC1=C(C=C(C(=C1)N1CCN(CC1)C)C=1C=NN(C1)C)NC=1N=C(C2=C(N1)NC=C2)NC=2C(=C1N=CC=NC1=CC2)P(C)(C)=O